(S)-1-(3-chloro-4-methylphenyl)-N-(3-cyclopropyl-1H-pyrazol-5-yl)-5-oxopyrrolidine-3-carboxamide ClC=1C=C(C=CC1C)N1C[C@H](CC1=O)C(=O)NC1=CC(=NN1)C1CC1